Benzyl 1-(3-hydroxypropoxy)cyclopropane-1-carboxylate OCCCOC1(CC1)C(=O)OCC1=CC=CC=C1